C1(CC1)[C@H](C)N1CC2=C(C=C(C=C2C1)C1=NC2=C(C(=NN2C=C1)N)C(=O)N)NS(=O)(=O)C 5-{2-[(S)-1-Cyclopropylethyl]-7-(methylsulfonylamino)-5-isoindolinyl}-2-amino-1,4,7a-triaza-3-indenecarboxamide